C(C)C1=NN(C2=C1C(NCC1(CCOCC1)C2)=O)C[C@H](COC(C2=C(C=C(C=C2)C(F)(F)F)Cl)=O)C 2-Chloro-4-(trifluoromethyl)benzoic acid [(2R)-3-(3-ethyl-4-oxo-spiro[6,8-dihydro-5H-pyrazolo[4,3-c]azepin-7,4'-tetrahydropyran]-1-yl)-2-methyl-propyl] ester